4-((2,4-dimethoxybenzyl)amino)-N-(6-methyl-1-(3-(trifluoromethyl)benzyl)isoquinoline-5-yl)thieno[3,2-d]pyrimidine-7-carboxamide COC1=C(CNC=2C3=C(N=CN2)C(=CS3)C(=O)NC3=C2C=CN=C(C2=CC=C3C)CC3=CC(=CC=C3)C(F)(F)F)C=CC(=C1)OC